N[C@@H](C=O)[C@@H](O)[C@@H](O)[C@H](O)CO 2-deoxy-2-aminogalactose